(1S,3R,5R)-5-methoxy-N1-[6-(2,2,2-trifluoroethyl)thieno[2,3-d]pyrimidin-4-yl]cyclohexane-1,3-diamine CO[C@@H]1C[C@@H](C[C@@H](C1)NC=1C2=C(N=CN1)SC(=C2)CC(F)(F)F)N